C(CCC)NC(=O)C1=NC(=CC=C1)N1CCN(CCC1)C1CCNCC1 N-Butyl-6-[4-(piperidin-4-yl)-1,4-diazepan-1-yl]pyridine-2-carboxamide